C[C@H]1CN(C[C@H](N1)C)C1=C2C=CN=NC2=C(C=C1)C(=O)NC=1C=C(C=2N(C1)C=C(N2)C)OC 5-[(3S,5R)-3,5-dimethylpiperazin-1-yl]-N-(8-methoxy-2-methyl-imidazo[1,2-a]pyridin-6-yl)cinnoline-8-carboxamide